2-[8-[(1R,2R)-2-[tert-butyl(dimethyl)silyl]oxycyclohexyl]-6,7-dihydropyridazino[4,3-b][1,4]oxazin-3-yl]-3-methyl-5-(trifluoromethoxy)phenol [Si](C)(C)(C(C)(C)C)O[C@H]1[C@@H](CCCC1)N1C2=C(OCC1)C=C(N=N2)C2=C(C=C(C=C2C)OC(F)(F)F)O